ClC1=C(C=C(C=2C[C@]3(C(=CCC[C@H]3C)OC)OC21)OCCO)C2=NC(=NO2)C (2S,5'R)-7-chloro-4-(2-hydroxyethoxy)-3'-methoxy-5'-methyl-6-(3-methyl-1,2,4-oxadiazol-5-yl)spiro[benzofuran-2,4'-cyclohex-2-ene]